(S)-5-(2-ethoxy-3-pyridinyl)-3-methyl-1-[1-methylpropyl]-N-[(2-methyltetrazol-5-yl)methyl]pyrazolo[4,3-b]pyridin-7-amine C(C)OC1=NC=CC=C1C1=CC(=C2C(=N1)C(=NN2[C@H](CC)C)C)NCC=2N=NN(N2)C